FC1=C(CN2C=NN(C2=O)C2=CC(=C(OC3=C(N=C(S3)\C=N\S(=O)C(C)(C)C)C)C=C2)F)C(=CC=C1)F (E)-N-((5-(4-(4-(2,6-difluorobenzyl)-5-oxo-4,5-dihydro-1H-1,2,4-triazol-1-yl)-2-fluorophenoxy)-4-methylthiazol-2-yl)methylene)-2-methylpropane-2-sulfinamide